C1(CC1)C=1C(=NN(C1)C1CC2(CNC2)C1)C1=C(C=CC=C1)C(F)(F)F 6-(4-cyclopropyl-3-(2-(trifluoromethyl)phenyl)-1H-pyrazol-1-yl)-2-azaspiro[3.3]heptane